8-(1-((6-chloro-2-(8-chloro-1-hydroxy-1H-benzo[d][1,2,6]oxazaborinin-6-yl)pyridin-3-yl)amino)ethyl)-2-isopropyl-3,6-dimethyl-4H-chromen-4-one ClC1=CC=C(C(=N1)C=1C=C(C2=C(C=NOB2O)C1)Cl)NC(C)C=1C=C(C=C2C(C(=C(OC12)C(C)C)C)=O)C